tertiary-butyl carbazate C(NN)(=O)OC(C)(C)C